4-(9-ethyl-2-(4-phenylpyridazin-3-yl)-8-(pyridin-4-yl)-9H-purin-6-yl)morpholine C(C)N1C2=NC(=NC(=C2N=C1C1=CC=NC=C1)N1CCOCC1)C=1N=NC=CC1C1=CC=CC=C1